Cl.FC(C1=NC=CC=C1OCC12CNCC2C1)(F)F 1-({[2-(trifluoromethyl)pyridin-3-yl]oxy}methyl)-3-azabicyclo[3.1.0]hexane hydrochloride